lauryl-lauramide C(CCCCCCCCCCC)C(C(=O)N)CCCCCCCCCC